(1R,3R,4R)-N-((S)-1-cyano-2-((S)-2-oxopiperidin-3-yl)ethyl)-2-(2,7-difluoro-9-hydroxy-9H-fluorene-9-carbonyl)-5,5-difluoro-2-azabicyclo[2.2.2]octane-3-carboxamide C(#N)[C@H](C[C@H]1C(NCCC1)=O)NC(=O)[C@@H]1N([C@H]2CC([C@@H]1CC2)(F)F)C(=O)C2(C1=CC(=CC=C1C=1C=CC(=CC21)F)F)O